C(C)C=1C=NC(=NC1)O[C@@H]1C[C@@H]2CN([C@H]1C2)C(=O)C2=NC(=CC=C2C2=NC=CC=N2)C ((1S,4R,6R)-6-((5-ethylpyrimidin-2-yl)oxy)-2-azabicyclo[2.2.1]heptan-2-yl)(6-methyl-3-(pyrimidin-2-yl)pyridin-2-yl)methanone